(1S,5S)-1-{[7-cyclopropoxy-4-(1-methyl-3-phenyl-1H-pyrazol-4-yl)pyrido[3,2-d]pyrimidin-6-yl]carbamoyl}-3-azabicyclo[3.1.0]hexane-3-carboxylic acid tert-butyl ester C(C)(C)(C)OC(=O)N1C[C@@]2(C[C@@H]2C1)C(NC=1C(=CC=2N=CN=C(C2N1)C=1C(=NN(C1)C)C1=CC=CC=C1)OC1CC1)=O